FC(C1=CC=C(C=C1)NC(CC(=O)N)CC)(F)F 3-((4-(trifluoromethyl)phenyl)amino)pentanamide